[C@H]12CN(C[C@H](CC1)N2)C2=NC(=NC1=C(C(=CC=C21)C2=CC(=CC1=CC=CC=C21)O)F)OCC2C(CCC2)O 4-(4-((1R,5S)-3,8-diazabicyclo[3.2.1]octan-3-yl)-8-fluoro-2-((2-hydroxycyclopentyl)methoxy)quinazolin-7-yl)naphthalen-2-ol